CN1N=CC2=CC=C(C(=C12)C1=C2C(=NC(=C1C)N1CC3(CN(C3)C(C=C)=O)CC1)CC(OC2)(C)C)C (M)-1-(6-(4-(1,6-dimethyl-1H-indazol-7-yl)-3,7,7-trimethyl-7,8-dihydro-5H-pyrano[4,3-b]pyridin-2-yl)-2,6-diazaspiro[3.4]octan-2-yl)-2-propen-1-one